FC=1C(NC(N(C1)[C@H]1C[C@@H]([C@H](O1)[C@@H](CO)O[P@](=O)(OC1=CC=CC2=CC=CC=C12)N[C@@H](C)C(=O)OCC(CC)CC)O)=O)=O 2-ethylbutyl ((S)-((R)-1-((2S,3S,5R)-5-(5-fluoro-2,4-dioxo-3,4-dihydropyrimidin-1(2H)-yl)-3-hydroxytetrahydrofuran-2-yl)-2-hydroxyethoxy)(naphthalen-1-yloxy)phosphoryl)-L-alaninate